octadeca-9-enoic acid C(CCCCCCCC=CCCCCCCCC)(=O)O